C(CC)OC=CC(=O)OCC(C)(CO)C neopentyl glycol propoxymonoacrylate